3-(4-((2-(1H-indol-3-yl)ethyl)amino)-7,8-dihydro-6H-pyrimido(5,4-b)[1,4]oxazin-2-yl)-5-chloropyridin-2-ol N1C=C(C2=CC=CC=C12)CCNC1=NC(=NC2=C1OCCN2)C=2C(=NC=C(C2)Cl)O